(R)-4-(Ethylamino)-3,4-dihydro-2-(3-methoxypropyl)-2H-thieno[3,2-e]-1,2-thiazine-6-sulfonamide 1,1-dioxide C(C)N[C@H]1CN(S(C2=C1C=C(S2)S(=O)(=O)N)(=O)=O)CCCOC